O[C@@H]1CCN2CC=C[C@H]12 (1R-trans)-2,3,5,7a-Tetrahydro-1-hydroxy-1H-pyrrolizine